2,2-dimethyl-6-{2-[4-(2-phenyldiazen-1-yl)naphthalen-1-yl]diazen-1-yl}-2,3-dihydro-1H-perimidine CC1(NC=2C=CC=C3C(=CC=C(N1)C23)N=NC2=CC=C(C3=CC=CC=C23)N=NC2=CC=CC=C2)C